CN(C)C=NNC(=O)C1=CC=CC(=N1)C(=O)O 6-(2-((dimethylamino)methylene)hydrazine-1-carbonyl)o-picolinic acid